1,3,5-tris(3-methyl-4-aminophenylamino)benzene CC=1C=C(C=CC1N)NC1=CC(=CC(=C1)NC1=CC(=C(C=C1)N)C)NC1=CC(=C(C=C1)N)C